(2S,3R,4R,5R)-3,4-bis(benzyloxy)-5-[(benzyloxy)methyl]-2-[2-chloro-4-(cyclopentyloxy)imidazo[2,1-f][1,2,4]triazin-7-yl]oxolan-2-ol C(C1=CC=CC=C1)O[C@H]1[C@](O[C@@H]([C@H]1OCC1=CC=CC=C1)COCC1=CC=CC=C1)(O)C1=CN=C2C(=NC(=NN21)Cl)OC2CCCC2